ClC1=NC=C(C(=N1)NCC1=CC=C(C=C1)C=1N(C=C(N1)C(F)(F)F)C)OC 2-chloro-5-methoxy-N-(4-(1-methyl-4-(trifluoromethyl)-1H-imidazol-2-yl)benzyl)pyrimidin-4-amine